C(CCCCCCC)OC(C(=C)CC(=O)O)=O.COP(=O)(O)O.C(C)C=1C(=C2C(C(=O)NC2=O)=CC1)CC diethyl-phthalimide methyl-phosphate mono-octyl-itaconate